N-methyl-1-(cyclopentane-3-yl)methylamine CNCC1CCCC1